bromine imidazolium N1C=[NH+]C=C1.[Br+]